NC1=NC(=NC=C1Cl)C=1C=C2C=CN(C(C2=C(C1F)F)=O)CCC[C@H](CC)NC=1C=NNC(C1C(F)(F)F)=O (S)-6-(4-amino-5-chloropyrimidin-2-yl)-7,8-difluoro-2-(4-((6-oxo-5-(trifluoromethyl)-1,6-dihydropyridazin-4-yl)amino)hexyl)isoquinolin-1(2H)-one